C(C)(C)(C)OC(=O)N1C[C@H](CC1)OC1=C(C=C(C(=O)N2CCN(CC2)C(=O)OCC2=CC=CC=C2)C=C1)C1CCCCC1 Benzyl (S)-4-(4-((1-(tert-butoxycarbonyl) pyrrolidin-3-yl)oxy)-3-cyclohexylbenzoyl)piperazine-1-carboxylate